C(C1=CC=CC=C1)OCC1CCC(CC1)C(NC1=C(C=C(C=C1)Br)I)=S 4-(Benzyloxymethyl)-N-(4-bromo-2-iodo-phenyl)cyclohexanecarbothioamide